C1(CCCCC1)CS(=O)(=O)N 1-cyclohexylmethylsulfonamide